methyl (4S)-4-[[(2R)-4-amino-2-(octanoylamino)-4-oxo-butanoyl]amino]pentanoate NC(C[C@H](C(=O)N[C@H](CCC(=O)OC)C)NC(CCCCCCC)=O)=O